5-amino-3,6-dihydro-2H-pyridine-1,4-dicarboxylic acid 1-tert-butyl 4-ethyl ester C(C)OC(=O)C=1CCN(CC1N)C(=O)OC(C)(C)C